(6S)-6-(2-Chloro-3-{[2-(difluoromethoxy)pyridin-3-yl]-amino}phenyl)-2-imino-6-methyl-3-(tetrahydropyran-4-yl)hexahydropyrimidin-4-one ClC1=C(C=CC=C1NC=1C(=NC=CC1)OC(F)F)[C@@]1(CC(N(C(N1)=N)C1CCOCC1)=O)C